6-((1H-pyrazol-4-yl)sulfonyl)-2-((3,4-dihydro-2H-pyrido[3,2-b][1,4]oxazin-6-yl)methyl)phthalazin-1(2H)-one N1N=CC(=C1)S(=O)(=O)C=1C=C2C=NN(C(C2=CC1)=O)CC=1C=CC=2OCCNC2N1